methyl (((cis-3-(2-amino-6-methoxy-9H-purin-9-yl)cyclobutyl)methoxy)(4-chlorophenoxy)phosphoryl)-L-alaninate NC1=NC(=C2N=CN(C2=N1)[C@H]1C[C@H](C1)COP(=O)(OC1=CC=C(C=C1)Cl)N[C@@H](C)C(=O)OC)OC